(3R,4R)-3-aminotetrahydropyran-4-ol N[C@@H]1COCC[C@H]1O